(S)-2-(4-ethyl-4,5-dihydrooxazol-2-yl)aniline C(C)[C@@H]1N=C(OC1)C1=C(N)C=CC=C1